ClC=1N=CC=2N(C1)C(=CN2)C2=NC=CC(=N2)N2C(C(NC(C2)C)C=2C=NNC2)C 6-Chloro-3-(4-(2,5-dimethyl-3-(1H-pyrazol-4-yl)piperazin-1-yl)pyrimidin-2-yl)imidazo[1,2-a]pyrazine